N-(tert-butoxycarbonyl)-N,β,β,1-tetramethyl-L-tryptophan C(C)(C)(C)OC(=O)N([C@@H](C(C1=CN(C2=CC=CC=C12)C)(C)C)C(=O)O)C